COC(=O)C1=NC(=C(C(=C1Cl)N)F)C1=C(C=C(C=C1)C=O)F 4-amino-3-chloro-5-fluoro-6-(2-fluoro-4-formylphenyl)-pyridine-2-carboxylic acid methyl ester